[Cl-].[Cl-].C(C)(C)=[Zr+2](C1=CC=CC=2C3=CC=CC=C3CC12)C1C=C(C=C1)C(C)(C)C isopropylidene(3-tert-butylcyclopentadienyl)(fluorenyl)zirconium dichloride